3-amino-7-(2-chloro-6-methyl-phenyl)-N-(1-methylazetidin-3-yl)isoquinoline-4-carboxamide NC=1N=CC2=CC(=CC=C2C1C(=O)NC1CN(C1)C)C1=C(C=CC=C1C)Cl